5-(((1R)-1-(2-(aminomethyl)-5-fluoro-2-(fluoromethyl)-2,3-dihydrobenzofuran-7-yl)ethyl)amino)pyrazolo[1,5-a]pyrimidine-3-carboxylic acid NCC1(OC2=C(C1)C=C(C=C2[C@@H](C)NC2=NC=1N(C=C2)N=CC1C(=O)O)F)CF